(7-bromo-2,6-dichloro-8-fluoroquinazolin-4-yl)-3-chloro-N,N-dimethyl-5,6,7,8-tetrahydro-4H-pyrazolo[1,5-a][1,4]diazepine-2-carboxamide BrC1=C(C=C2C(=NC(=NC2=C1F)Cl)C1C=2N(CCCN1)N=C(C2Cl)C(=O)N(C)C)Cl